C(C)(=O)OCNC([C@H](C)NC(=O)OCC1C2=CC=CC=C2C=2C=CC=CC12)=O [(2S)-2-[[(9H-fluoren-9-ylmethoxy)carbonyl]amino]propanamido]methyl acetate